COC=1C(=C(C=CC1)C(C#CCCCOC1CCOCC1)=O)CC=C 1-[3-methoxy-2-(2-propenyl)phenyl]-6-[(tetrahydro-2H-pyran-4-yl)oxy]-2-hexyn-1-one